3-[5-cyclobutyl-3-(trifluoromethyl)-6,7-dihydro-4H-pyrazolo[4,3-c]pyridin-1-yl]-N-(2,2-difluoro-1,3-benzodioxol-5-yl)-N-methyl-benzamide C1(CCC1)N1CC2=C(CC1)N(N=C2C(F)(F)F)C=2C=C(C(=O)N(C)C1=CC3=C(OC(O3)(F)F)C=C1)C=CC2